FC1=C(C=C(C(=C1)C(F)(F)F)F)NS(=O)(=O)C1=CN(C=2CC(CCC12)C(C)(C)O)S(=O)(=O)C1=CC=C(C)C=C1 N-(2,5-difluoro-4-(trifluoromethyl)phenyl)-6-(2-hydroxypropan-2-yl)-1-tosyl-4,5,6,7-tetrahydro-1H-indole-3-sulfonamide